C(=C)C1(CCCCC1)N=C=NC1=CC=CC=C1 vinylphenyl-cyclohexylcarbodiimide